C(C)(=O)OC1N(CC(C1)=O)C(=O)OC(C)(C)C tert-butyl 2-acetoxy-4-oxopyrrolidine-1-carboxylate